(2S,4R)-N-[(S)-(4-cyclopropyl-3-fluorophenyl)(phenyl)methyl]-4-fluoro-1-(2-{3-oxo-2H,3H-[1,2,4]triazolo[4,3-a]pyridin-8-yl}acetyl)pyrrolidine-2-carboxamide C1(CC1)C1=C(C=C(C=C1)[C@@H](NC(=O)[C@H]1N(C[C@@H](C1)F)C(CC=1C=2N(C=CC1)C(NN2)=O)=O)C2=CC=CC=C2)F